ClC=1C=NC=CN1 3-chloropyrazine